ClC1=CC=C(C2=C1C(S(N2)(=O)=O)C)[N+](=O)[O-] 4-Chloro-3-methyl-7-nitro-1,3-dihydro-2,1-benzothiazol-2,2-dioxid